2-chloro-4-(r-((2-chlorophenyl)sulfonyl)-[4,4'-bipiperidin]-1-yl)-N,N-dimethylbenzamide ClC1=C(C(=O)N(C)C)C=CC(=C1)N1[C@@H](CC(CC1)C1CCNCC1)S(=O)(=O)C1=C(C=CC=C1)Cl